CCCCCCCCCCCCCCCCCC1=C(C(=CC(=O)O1)O)C The molecule is a 2-pyranone in which the hydrogens at positions 4, 5 and 6 of 2H-pyran-2-one are replaced by hydroxy, methyl and heptadecyl groups respectively. It is a member of 2-pyranones and a heteroaryl hydroxy compound.